CN(C1CN(CC1)C=1C2=CN(N=C2C(=CC1)C(=O)NC=1C=C(C=2N(C1)C=C(N2)C)F)CC)C 4-[3-(dimethylamino)pyrrolidin-1-yl]-2-ethyl-N-{8-fluoro-2-methylimidazo[1,2-a]pyridin-6-yl}indazole-7-carboxamide